CC(=O)N[C@@H]1[C@H]([C@@H]([C@H](O[C@H]1OC[C@@H]2[C@@H]([C@@H]([C@H]([C@H](O2)O)NC(=O)C)OS(=O)(=O)O)O)CO)O)O The molecule is an amino disaccharide consisting of 2-acetamido-2-deoxy-beta-D-glucopyranose and 2-acetamido-2-deoxy-3-O-sulfo-alpha-D-galactopyranose residues joined in sequence by a (1->6) glycosidic bond. It is an amino disaccharide, an oligosaccharide sulfate, a member of acetamides and a glucosamine oligosaccharide. It derives from a N-acetyl-beta-D-glucosamine and a beta-D-GlcpNAc-(1->6)-alpha-D-GalpNAc.